METHOXYUNDECYLPHOSPHINIC ACID COCCCCCCCCCCCP(O)=O